CNC(=O)C1N(C2=CC=CC=C2C1)C1=NC(=CC(=C1)C(F)(F)F)C N-methyl-1-(6-methyl-4-(trifluoromethyl)pyridin-2-yl)indoline-2-carboxamide